FC=1C=C2C(NN=C(C2=CC1F)[C@@H](C)N(C(=O)[C@@H]1NC2=CC=CC=C2C1)C)=O (R)-N-((R)-1-(6,7-difluoro-4-oxo-3,4-dihydrophthalazin-1-yl)ethyl)-N-methylindoline-2-carboxamide